C(#N)C1(CN(CCC1)C(=O)OC(C)(C)C)C1=NC=CC=C1 tert-butyl 3-cyano-3-(pyridin-2-yl)piperidine-1-carboxylate